C(C)C1(OC2=C(C(C1)=O)C=C(C=C2)C2=NOC(=N2)C=2C(=NC=CC2)F)CC 2,2-diethyl-6-[5-(2-fluoropyridin-3-yl)-1,2,4-oxadiazol-3-yl]-3,4-dihydro-2H-1-benzopyran-4-one